FC1=CC=C2C=C(NC2=C1)C(=O)N(C)[C@H]1COCC=2NC(C=3C=C(C=CC3C21)F)=O |r| Racemic-6-fluoro-N-(8-fluoro-6-oxo-1,4,5,6-tetrahydro-2H-pyrano[3,4-c]isoquinolin-1-yl)-N-methyl-1H-indole-2-carboxamide